4-Azido-2,3,5,6-tetrafluoro-N-(3-(prop-2-yn-1-yl((1R,2R,3R,5S)-2,6,6-trimethylbicyclo[3.1.1]heptan-3-yl)amino)propyl)benzamide N(=[N+]=[N-])C1=C(C(=C(C(=O)NCCCN([C@H]2[C@@H]([C@@H]3C([C@H](C2)C3)(C)C)C)CC#C)C(=C1F)F)F)F